(R)-tert-butyl (3-(6-chloro-4-oxochroman-2-carboxamido)bicyclo[1.1.1]pentan-1-yl)carbamate ClC=1C=C2C(C[C@@H](OC2=CC1)C(=O)NC12CC(C1)(C2)NC(OC(C)(C)C)=O)=O